N-{(1S)-1-[5-(2-Methoxy-4-pyridin-3-ylphenyl)-1,3-oxazol-2-yl]-7-oxononyl}-8-methyl-1-oxa-2,8-diazaspiro[4.5]dec-2-en-3-carboxamid COC1=C(C=CC(=C1)C=1C=NC=CC1)C1=CN=C(O1)[C@H](CCCCCC(CC)=O)NC(=O)C1=NOC2(C1)CCN(CC2)C